FC=1C=C(C=C(C1)CNCCCCOCCOC1=C2C=NNC2=CC(=C1)C1=CN=NC=C1)CC#N 2-(3-fluoro-5-(((4-(2-((6-(pyridazin-4-yl)-1H-indazol-4-yl)oxy)ethoxy)butyl)amino)methyl)phenyl)acetonitrile